diethyl-arsinic acid C(C)[As](O)(=O)CC